F[C@H]1[C@]2(CCC[C@@H](C[C@@H]1OC=1N=NC(=CN1)C=1C(=CC(=NC1)N1C=NC=C1)O)N2)C 5-(3-(((1R,2S,3S,5S)-2-fluoro-1-methyl-9-azabicyclo[3.3.1]nonan-3-yl)oxy)-1,2,4-triazin-6-yl)-2-(1H-imidazol-1-yl)pyridin-4-ol